(1r,4r)-4-(6-((2-methoxy-6-methyl-5,6,7,8-tetrahydro-1,6-naphthyridin-3-yl)amino)-1H-pyrazolo[3,4-d]pyrimidin-1-yl)cyclohexan-1-ol COC1=NC=2CCN(CC2C=C1NC1=NC=C2C(=N1)N(N=C2)C2CCC(CC2)O)C